N,N-dibutyl-N-octylammonium C(CCC)[NH+](CCCCCCCC)CCCC